1-(difluoromethyl)-N-methoxy-N-methyl-1H-pyrazole-3-carboxamide FC(N1N=C(C=C1)C(=O)N(C)OC)F